NC(CC[SiH2]OC(OCCC)OCCC)C 3-aminobutyl(dipropoxymethoxysilane)